3-(aminomethyl)-1-(5-(2-methoxy-6-methylpyridin-3-yl)imidazo[2,1-b][1,3,4]thiadiazol-2-yl)pyrrolidin-3-ol NCC1(CN(CC1)C1=NN2C(S1)=NC=C2C=2C(=NC(=CC2)C)OC)O